3-methyl-2-oxo-3,8-diazabicyclo[3.2.1]octan CN1C(C2CCC(C1)N2)=O